(S)-3-(2-(2-methylazetidin-1-yl)-6,7-dihydro-5H-cyclopenta[d]pyrimidin-4-yl)-1-naphthamide C[C@@H]1N(CC1)C=1N=C(C2=C(N1)CCC2)C=2C=C(C1=CC=CC=C1C2)C(=O)N